octadecyl-succinamide disodium [Na].[Na].C(CCCCCCCCCCCCCCCCC)C(C(=O)N)CC(=O)N